C(C)(=O)C1=C(C=C(C=C1)Cl)C=1C(=NN(C(C1)=O)C(C(=O)OC(C)(C)C)CC1=CC=C(C=C1)Br)OC tert-butyl 2-(4-(2-acetyl-5-chlorophenyl)-3-methoxy-6-oxopyridazin-1(6H)-yl)-3-(4-bromophenyl)propanoate